ClC1=CC=CC(=N1)CN1CCOCC1 4-((6-chloropyridin-2-yl)methyl)morpholine